5-((4-(6-chloropyridin-3-yl)piperazin-1-yl)methyl)-2-(2,6-dioxopiperidin-3-yl)isoindoline-1,3-dione ClC1=CC=C(C=N1)N1CCN(CC1)CC=1C=C2C(N(C(C2=CC1)=O)C1C(NC(CC1)=O)=O)=O